N,N'-dihydroxymethyl-N,N'-methylenediacetamide OCN(C(C)=O)CN(C(C)=O)CO